4-CHLOROPYRIDINE-2-BORONIC ACID ClC1=CC(=NC=C1)B(O)O